pyridine p-toluenesulphonate CC1=CC=C(C=C1)S(=O)(=O)O.N1=CC=CC=C1